(2S,3S)-2,3-bis(4-methylbenzoyloxy)butanedioic acid tert-butyl-4-{5-[(1S)-1-amino-1-(4-fluorophenyl)ethyl]pyrimidine-2-yl}piperazine-1-carboxylate C(C)(C)(C)OC(=O)N1CCN(CC1)C1=NC=C(C=N1)[C@](C)(C1=CC=C(C=C1)F)N.CC1=CC=C(C(=O)O[C@H](C(=O)O)[C@@H](C(=O)O)OC(C2=CC=C(C=C2)C)=O)C=C1